(5-(2-aminopropyl)thiophen-3-yl)(4-(5-(trifluoromethyl)pyrimidin-2-yl)piperazin-1-yl)methanone NC(CC1=CC(=CS1)C(=O)N1CCN(CC1)C1=NC=C(C=N1)C(F)(F)F)C